CC1NCC1OC1=NC(=NC=C1C(F)(F)F)N[C@H]1C[C@H](CCC1)C1=NN=C2N1C=CC=C2 4-(2-methylazetidin-3-yl)oxy-N-[(1R,3S)-3-([1,2,4]triazolo[4,3-a]pyridin-3-yl)cyclohexyl]-5-(trifluoromethyl)pyrimidin-2-amine